2,4,6-tris(trichloromethyl)1,3,5-triazine ClC(C1=NC(=NC(=N1)C(Cl)(Cl)Cl)C(Cl)(Cl)Cl)(Cl)Cl